1-[2-[[1-(4-chlorophenyl)-pyrazol-3-yl]oxymethyl]-3-methylphenyl]-4-methyltetrazol-5-one ClC1=CC=C(C=C1)N1N=C(C=C1)OCC1=C(C=CC=C1C)N1N=NN(C1=O)C